O1CCN(CC1)C1=CC=C(C=C1)NC1=NC=CC(=N1)C1=CC=C(C(=O)N[C@@H](C(F)(F)F)C)C=C1 (R)-4-(2-((4-Morpholinophenyl)amino)pyrimidin-4-yl)-N-(1,1,1-trifluoropropan-2-yl)benzamide